FC1(CN(CC1)C1=NC=NC(=C1NC(=O)C=1C=NC(=NC1)C(C)C)C1=CC=CC=C1)F N-(4-(3,3-difluoropyrrolidin-1-yl)-6-phenyl-pyrimidin-5-yl)-2-iso-propylpyrimidine-5-carboxamide